C1(CCCC1)N1C(C(=C(C2=C1N=C(N=C2)NC2=NC=C(C=C2)N2CCN(CC2)C)C)C(=C)OCC)=O 8-cyclopentyl-6-(1-ethoxy-vinyl)-5-methyl-2-[5-(4-methyl-piperazin-1-yl)-pyridin-2-ylamino]-8H-pyrido[2,3-d]Pyrimidin-7-one